methyl 4-{4-[3-(3-azidopropoxy)propoxy]phenyl}butanoate N(=[N+]=[N-])CCCOCCCOC1=CC=C(C=C1)CCCC(=O)OC